BrC=1C(=CC(=C(C(=O)N2CC3=CC=CC(=C3C2)NC(\C=C\CN(C)C)=O)C1)O)O (E)-N-(2-(5-Bromo-2,4-dihydroxybenzoyl)isoindolin-4-yl)-4-(dimethylamino)but-2-enamide